3-(tert-butoxy)-3-phenylpropanoate C(C)(C)(C)OC(CC(=O)[O-])C1=CC=CC=C1